FC1(CCC2=C1N=C(N=C2C=2C=CC1=C([C@H](CO1)NS(=O)(=O)C)C2)N2[C@H]([C@@H](C2)O)C)F N-((R)-5-(7,7-difluoro-2-((2S,3R)-3-hydroxy-2-methylazetidin-1-yl)-6,7-dihydro-5H-cyclopenta[d]pyrimidin-4-yl)-2,3-dihydrobenzofuran-3-yl)methanesulfonamide